C(CCC)C1(NS(C2=C(N(C1)C1=CC=CC=C1)C=C(C(=C2)O\C=C(\C(=O)OCC)/F)SC)(=O)=O)CCCC ethyl (Z)-3-((3,3-dibutyl-7-(methylthio)-1,1-dioxido-5-phenyl-2,3,4,S-tetrahydro-1,2,5-benzothiadiazepin-8-yl)oxy)-2-fluoroacrylate